3-ethyl-7-iodo-8-methoxy-5-phenyl-2,3,4,5-tetrahydro-1,5-benzothiazepine C(C)C1CSC2=C(N(C1)C1=CC=CC=C1)C=C(C(=C2)OC)I